4-((Ethylamino)methyl)isoquinolin C(C)NCC1=CN=CC2=CC=CC=C12